N,N'-diphenyl-N,N'-di(α-naphthyl)-benzidine C1(=CC=CC=C1)N(C1=CC=C(C=C1)C1=CC=C(N(C2=CC=CC3=CC=CC=C23)C2=CC=CC=C2)C=C1)C1=CC=CC2=CC=CC=C12